(2-amino-5-isopropoxyphenyl)-N-methylmethanesulfonamide NC1=C(C=C(C=C1)OC(C)C)CS(=O)(=O)NC